(8-hydroxyquinolin-3-yl)-L-alanine OC=1C=CC=C2C=C(C=NC12)N[C@@H](C)C(=O)O